(4-((2-(2-hydroxyethoxy)-4-(4-(trifluoromethyl)piperidin-1-yl)phenyl)amino)cyclohexyl)carbamate OCCOC1=C(C=CC(=C1)N1CCC(CC1)C(F)(F)F)NC1CCC(CC1)NC([O-])=O